NC1(C(=O)C=2C=CC=C(C2)[Si](OCC)(OCC)OCC)CC(=CC=C1)N 5-(1,3-diaminobenzoyl)phenyltriethoxysilane